C(C)(C)(C)C=1C=C(C=C(C1O)C(C)(C)C)NC=1N(N=NC1SCCCCCCCCCCCCCCCCCC)SCCCCCCCCCCCCCCCCCC 3,5-di-tert-butyl-4-hydroxyphenyl-3,5-distearylthiotriazol-amine